2-(acetoxymethyl)-6-(4-(((6-methyl-3-phenyl-1,4-dihydro-1,2,4,5-tetrazine-1-carbonyl)oxy)methyl)phenoxy)tetrahydro-2H-pyran-3,4,5-triyl triacetate C(C)(=O)OC1C(OC(C(C1OC(C)=O)OC(C)=O)OC1=CC=C(C=C1)COC(=O)N1N=C(NN=C1C)C1=CC=CC=C1)COC(C)=O